1,2-benzisothiazolin-one S1(N=CC2=C1C=CC=C2)=O